(6-(3-cyclopropylbenzyl)-2-azaspiro[3.3]hept-2-yl)((1s,3s)-3-hydroxy-3-methylcyclobutyl)methanone C1(CC1)C=1C=C(CC2CC3(CN(C3)C(=O)C3CC(C3)(C)O)C2)C=CC1